COC1=NN2C=NC=3C=CC=CC3C2=N1 methoxy[1,2,4]triazolo[1,5-c]quinazoline